N-(6-(difluoromethyl)pyridin-2-yl)-6-isopropoxy-2-methyl-2H-indazole FC(C1=CC=CC(=N1)N1N(CC2=CC=C(C=C12)OC(C)C)C)F